Heptadecan-9-yl 8-((4-(tert-butoxy)-4-oxobutyl)(8-(nonan-2-yloxy)-8-oxooctyl)amino)octanoate C(C)(C)(C)OC(CCCN(CCCCCCCC(=O)OC(CCCCCCCC)CCCCCCCC)CCCCCCCC(=O)OC(C)CCCCCCC)=O